(1S,3R,4S)-N-((R)-1-cyano-2-((S)-2-oxopyrrolidin-3-yl)ethyl)-5,5-difluoro-2-(4-methoxy-1H-indole-2-carbonyl)-2-azabicyclo[2.2.2]octane-3-carboxamide C(#N)[C@@H](C[C@H]1C(NCC1)=O)NC(=O)[C@@H]1N([C@@H]2CC([C@H]1CC2)(F)F)C(=O)C=2NC1=CC=CC(=C1C2)OC